FC(C1=CC(=NC=C1)N1CCN(CC1)S(=O)(=O)CCCN)(F)F 3-((4-(4-(trifluoromethyl)pyridin-2-yl)piperazin-1-yl)sulfonyl)propan-1-amine